N-(2-fluoroethyl)-5-methyl-3H-imidazo[4,5-b]Pyridin-7-amine FCCNC1=C2C(=NC(=C1)C)NC=N2